C(C)OC(=O)C1CC(=CCC1)OS(=O)(=O)C(F)(F)F 3-(trifluoromethanesulfonyloxy)cyclohex-3-enecarboxylic acid ethyl ester